NN1C=NN=C1COC1=CC=CC=C1 4-amino-5-(phenoxymethyl)-4H-1,2,4-triazole